ClC=1C=C(OC2CCC(CC2)NC(=O)C=2N=NC(=CC2)N2C3CN(CC2CC3)CC=3C=C2C(N(C(C2=CC3)=O)C3C(NC(CC3)=O)=O)=O)C=CC1C#N N-((1r,4r)-4-(3-chloro-4-cyanophenoxy)cyclohexyl)-6-(3-((2-(2,6-dioxopiperidin-3-yl)-1,3-dioxoisoindolin-5-yl)methyl)-3,8-diazabicyclo[3.2.1]octan-8-yl)pyridazine-3-carboxamide